isopropyl (E)-3-(3-(3,5-bis(trifluoro-methyl)phenyl)-1H-1,2,4-triazol-1-yl)-2-(pyrimidin-5-yl)acrylate FC(C=1C=C(C=C(C1)C(F)(F)F)C1=NN(C=N1)/C=C(/C(=O)OC(C)C)\C=1C=NC=NC1)(F)F